(E)-5-(morpholinomethyl)-3-(((5-nitrofuran-2-yl)methylene)amino)oxazolidin-2-one O1CCN(CC1)CC1CN(C(O1)=O)/N=C/C=1OC(=CC1)[N+](=O)[O-]